1-benzyl-4,4-dimethyl-5-oxo-4,5-dihydro-1H-pyrrole-2,3-dicarboxylic acid diethyl ester C(C)OC(=O)C=1N(C(C(C1C(=O)OCC)(C)C)=O)CC1=CC=CC=C1